tert-butyl (2-(2-(4-nitrophenoxy)ethoxy)ethyl)carbamate [N+](=O)([O-])C1=CC=C(OCCOCCNC(OC(C)(C)C)=O)C=C1